CC=1N=C(SC1C)N1N(NC(=N1)C1=CC=CC=C1)C1=CC=CC=C1 3-(4,5-Dimethyl-Thiazol-2-yl)-2,5-diphenyltetrazole